dichloro-tetramethyl-disiloxane Cl[Si](O[Si](C)(C)C)(C)Cl